ClC1=NC=CC2=C1C(=CN2C)C(=O)O 4-chloro-1-methyl-1H-pyrrolo[3,2-c]pyridine-3-carboxylic acid